1-[2-[3-(2,4-dimethyl-1,3-thiazol-5-yl)-6-oxopyridazin-1-yl]ethyl]-3-(naphthalen-1-ylmethyl)urea CC=1SC(=C(N1)C)C1=NN(C(C=C1)=O)CCNC(=O)NCC1=CC=CC2=CC=CC=C12